(2R,4S)-1-(4-(benzyloxy)-5-methoxy-2-nitrobenzoyl)-4-fluoropyrrolidine-2-carboxylic acid methyl ester COC(=O)[C@@H]1N(C[C@H](C1)F)C(C1=C(C=C(C(=C1)OC)OCC1=CC=CC=C1)[N+](=O)[O-])=O